ClC1=CC=C(C=C1)C1=CC(=NC(=N1)C=1C=NC=CC1)NCC1=NC=CC=C1 6-(4-chlorophenyl)-N-(pyridin-2-ylmethyl)-2-(pyridin-3-yl)pyrimidin-4-amine